N1(CCOCC1)C1=CC=CC=C1CN1N=NC=C1 1-(4-Morpholinbenzyl)-1H-1,2,3-triazole